ClC1=NC(=C(C(=C1F)\C=N\OC)OC)N1CCOCC1 (E)-{[2-chloro-3-fluoro-5-methoxy-6-(morpholin-4-yl)pyridin-4-yl]methylidene}(methoxy)amine